4-(2-((4-carbamoyl-5-fluoro-2-methylphenyl)amino)-7-methyl-8-oxo-7,8-dihydro-9H-purin-9-yl)piperidine-1-carboxylic acid tert-butyl ester C(C)(C)(C)OC(=O)N1CCC(CC1)N1C2=NC(=NC=C2N(C1=O)C)NC1=C(C=C(C(=C1)F)C(N)=O)C